O[C@@H]([C@H](CO[C@H]1O[C@@H]([C@@H]([C@@H]([C@H]1O)O)O)CO)NC(CCCCCCCCCCCCCCCCCCCCCCC12CC(C1)(C2)F)=O)[C@@H](CCCCCCCCCCCCCC)O N-((2S,3S,4R)-3,4-dihydroxy-1-(((2S,3R,4S,5R,6R)-3,4,5-trihydroxy-6-(hydroxymethyl)tetrahydro-2H-pyran-2-yl)oxy)octadecan-2-yl)-23-(3-fluorobicyclo[1.1.1]pentan-1-yl)tricosanamide